(3R/S)-3-(4-[[(2E,6E)-3,7,11-trimethyldodeca-2,6,10-trien-1-yl]oxy]phenyl)hex-4-ynoic acid methyl ester COC(C[C@@H](C#CC)C1=CC=C(C=C1)OC\C=C(\CC\C=C(\CCC=C(C)C)/C)/C)=O |r|